2,4-Dimethyl-2,4-Pentandiol CC(C)(CC(C)(O)C)O